tert-butyl (2S,6R)-4-(11-chloro-3-(4-fluorophenyl)-6-oxo-10-(trifluoromethyl)-3,4-dihydro-2H,6H-[1,4]thiazepino[2,3,4-ij]quinazolin-8-yl)-2,6-dimethylpiperazine-1-carboxylate ClC1=C(C=C2C(=NC(N3C2=C1SCC(C3)C3=CC=C(C=C3)F)=O)N3C[C@@H](N([C@@H](C3)C)C(=O)OC(C)(C)C)C)C(F)(F)F